ClC1=NC=NC2=CC=CC(=C12)F 4-chloro-5-fluoroquinazoline